N-(3-chloro-5-(methylsulfonyl)phenyl)-1-(cis-2-hydroxycyclohexyl)-1H-pyrazole-4-carboxamide ClC=1C=C(C=C(C1)S(=O)(=O)C)NC(=O)C=1C=NN(C1)[C@H]1[C@H](CCCC1)O